tert-butyl (2S,6S)-2-formyl-6-propyl-piperidine-1-carboxylate C(=O)[C@H]1N([C@H](CCC1)CCC)C(=O)OC(C)(C)C